The molecule is a tricarboxylic acid compound consisting of but-2-ene having carboxy substituents at the 1-, 2- and 3-positions. It is a conjugate acid of a (2E)-but-2-ene-1,2,3-tricarboxylate. C/C(=C(/CC(=O)O)\\C(=O)O)/C(=O)O